C(C1=CC=CC=C1)NC(N([C@@H]1CC[C@H](CC1)NC1=NC=CC(=N1)C=1C=NC=CC1)C1=CC=C(C=C1)C=1C=NN(C1)C)=O 3-benzyl-1-(4-(1-methyl-1H-pyrazol-4-yl)phenyl)-1-(trans-4-((4-(pyridin-3-yl)pyrimidin-2-yl)amino)cyclohexyl)urea